O=C(CC#N)C1(CC2(C1)CCC2)C(F)(F)F 3-oxo-3-[2-(trifluoromethyl)spiro[3.3]heptane-2-yl]propionitrile